tert-Butyl (3S,5R)-3-[2-[[6-amino-1-methyl-3-[2-(methylamino)-2-oxo-ethoxy]-2-oxo-8-quinolyl]oxy]ethoxy]-5-methyl-piperidine-1-carboxylate NC=1C=C2C=C(C(N(C2=C(C1)OCCO[C@@H]1CN(C[C@@H](C1)C)C(=O)OC(C)(C)C)C)=O)OCC(=O)NC